9-(furan-2-yl)-2,4-dimethyl-7,8-dihydro-[1,3]dioxolo[4,5-g]isoquinolin-5(6H)-one O1C(=CC=C1)C=1C=2CCNC(C2C(=C2C1OC(O2)C)C)=O